FC(C(=O)O)(F)F.C(C)C=1C(=C(C=CC1OC1=NC=NC2=CC(=CC=C12)OC)N1C(N(CC1=O)C=1C=NC=C(C1)C(F)(F)F)=O)C 3-{3-ethyl-4-[(7-methoxy-4-quinazolinyl)oxy]-2-methylphenyl}-1-[5-(trifluoromethyl)-3-pyridinyl]-2,4-imidazolidinedione trifluoroacetate